(R)-4-chloro-5-(3-((4-(1,5-dimethyl-1H-pyrazol-4-yl)-6-fluoropyridin-2-yl)oxy)pyrrolidin-1-yl)pyridazin-3(2H)-one ClC=1C(NN=CC1N1C[C@@H](CC1)OC1=NC(=CC(=C1)C=1C=NN(C1C)C)F)=O